C(C)(=O)N[C@@H](CC1=CC=C(C=C1)C(F)(F)P(O)(O)=O)C(=O)N[C@H](C(=O)N)CCCCNC(C1=CC(=C(C=C1)C)Br)=O ((4-((S)-2-acetamido-3-(((S)-1-amino-6-(3-bromo-4-methylbenzamido)-1-oxohexan-2-yl)amino)-3-oxopropyl)phenyl)difluoromethyl)phosphonic acid